(1-(pyrrolidine-1-ylmethyl)cyclopropyl)methanol N1(CCCC1)CC1(CC1)CO